OC(C=O)CC (3S)-hydroxybutyraldehyde